m-hydroxybenzamide tert-Butyl-2,7-dimethyl-3-oxo-1,2,3,4,5,7-hexahydro-6H-pyrazolo[3,4-c]pyridine-6-carboxylate C(C)(C)(C)OC(=O)N1C(C2=C(CC1)C(N(N2)C)=O)C.OC=2C=C(C(=O)N)C=CC2